[Cl-].[Cl-].C1(=CC=CC=C1)C(C1=CC=CC=C1)=[Zr+2](C1=C(C=CC=2C3=CC=C(C=C3CC12)C(C)(C)C)C(C)(C)C)C1C=CC=C1 diphenylmethylene(cyclopentadienyl)(2,7-di-tert-butyl-fluorenyl)zirconium dichloride